ClS(=O)(=O)[O-] chlorosulfoNate